C([C@H](O)C)(=O)[O-] (R)-(+)-lactate